4-((S or R)-4-(((1R,3R,5S)-9-azabicyclo[3.3.1]nonan-3-yl)amino)-6-chloro-2-(3-(dimethylamino)azetidin-1-yl)-8-fluoroquinazolin-7-yl)naphthalen-2-ol [C@H]12CC(C[C@H](CCC1)N2)NC2=NC(=NC1=C(C(=C(C=C21)Cl)C2=CC(=CC1=CC=CC=C21)O)F)N2CC(C2)N(C)C